FC=1C=C(CNC=2C(C(C2NC2=CC=CC=C2)=O)=O)C=CC1C1=NOC(=N1)C(F)(F)F 3-((3-fluoro-4-(5-(trifluoromethyl)-1,2,4-oxadiazol-3-yl)benzyl)amino)-4-(phenylamino)cyclobut-3-ene-1,2-dione